CC1=CC(=NC2=CC=C(C=C12)NC(=S)NCCN1CCCCC1)N1CCCC1 1-(4-methyl-2-(pyrrolidin-1-yl)quinolin-6-yl)-3-(2-(piperidin-1-yl)ethyl)thiourea